1-(2-((5-bromopyridin-2-yl)oxy)ethyl)piperazine BrC=1C=CC(=NC1)OCCN1CCNCC1